C(=C)C1=CN(C=2N=CN=CC21)C2C(C(C(C2)CNCCCNCCC2=CC=CC=C2)O)O 3-{5-ethenylpyrrolo[2,3-d]pyrimidin-7-yl}-5-[({3-[(2-phenylethyl)amino]propyl}amino)methyl]cyclopentane-1,2-diol